N1C=C(C2=CC=CC=C12)C1=C(C(=O)NNC(=O)NC2=CC=C(C=C2)F)C=CC(=N1)C 1-(2-(1H-indol-3-yl)-6-methylnicotinoyl)-4-p-fluorophenyl-semicarbazide